tert-butyl 3-((4-chlorophenoxy)methyl)-5,6-dihydroimidazo[1,5-a]pyrazine-7(8H)-carboxylate ClC1=CC=C(OCC2=NC=C3N2CCN(C3)C(=O)OC(C)(C)C)C=C1